Cl.COC(=O)C1CCCC1 cyclopentane-1-carboxylic acid methyl ester hydrochloride